2-phosphonobutane-1,2,4-tricarboxylic acid, tetra-sodium salt [Na+].[Na+].[Na+].[Na+].P(=O)(O)(O)C(CC(=O)[O-])(CCC(=O)[O-])C(=O)[O-]